3-azido-1-methyl-1,4,5,10-tetrahydro-8H-thieno[3',4':3,4]pyrazolo[1,5-a][1,3]diazepin-2(3H)-one 9,9-dioxide N(=[N+]=[N-])C1C(N(C=2N(CC1)N=C1C2CS(C1)(=O)=O)C)=O